FC(C=1N=CSC1C(=O)Cl)(F)F 4-(trifluoromethyl)thiazole-5-carbonyl chloride